NC1=NN=C(S1)OCC=1N=CC(=NC1)CO (5-(((5-amino-1,3,4-thiadiazol-2-yl)oxy)methyl)pyrazin-2-yl)methanol